N-((1R,2R,4S)-7-cyano-7-azabicyclo[2.2.1]heptan-2-yl)-3-(2-methylpropoxy)-4-(2-methyl-4-pyrimidinyl)benzamide C(#N)N1[C@H]2[C@@H](C[C@@H]1CC2)NC(C2=CC(=C(C=C2)C2=NC(=NC=C2)C)OCC(C)C)=O